tert-butyl 7-({6-[2-(dimethylamino)acetamido]pyridin-3-yl}amino)-1,2,3,4-tetrahydro-2,6-naphthyridine-2-carboxylate CN(CC(=O)NC1=CC=C(C=N1)NC1=NC=C2CCN(CC2=C1)C(=O)OC(C)(C)C)C